C(CCCCCCCCCCCCCCCCC)(=O)OCCCCCCCCCCCCCCCCCCCCCCCCCCCCCCCCCCCCCCCC tetracontanyl stearate